trimethylsilyl iodoacetate ICC(=O)O[Si](C)(C)C